ClC1=C(C2=C(C(N3[C@@H](CO2)CN(CC3)C(=O)OC(C)(C)C)=O)C(=N1)N1CC(NCC1)(C)C)Cl tert-butyl (6aR)-3,4-dichloro-1-(3,3-dimethylpiperazin-1-yl)-12-oxo-6a,7,9,10-tetrahydro-12H-pyrazino[2,1-c]pyrido[3,4-f][1,4]oxazepine-8(6H)-carboxylate